ClC1=C(C=CC(=C1)OC=1C=NC=C(C1)OC)C(=O)C1=CNC2=NC=CC(=C21)NC2CCC(CC2)CO (2-Chloro-4-((5-methoxypyridin-3-yl)oxy)phenyl)(4-(((1r,4r)-4-(hydroxymethyl)cyclohexyl)amino)-1H-pyrrolo[2,3-b]pyridin-3-yl)methanone